tert-butyl 2-((3,3-dimethylureido)methyl)-7,8-dihydro-4H-pyrazolo[1,5-a][1,4]diazepine-5(6H)-carboxylate CN(C(NCC1=NN2C(CN(CCC2)C(=O)OC(C)(C)C)=C1)=O)C